ClC1=C(C(=C(C(=C1[O-])Cl)Cl)Cl)Cl.ClC1=C(C(=C(C(=C1[O-])Cl)Cl)Cl)Cl.[Cu+2] copper bis(pentachlorophenolate)